distearyl (4-hydroxy-3-methyl-5-t-butylbenzyl)malonate OC1=C(C=C(CC(C(=O)OCCCCCCCCCCCCCCCCCC)C(=O)OCCCCCCCCCCCCCCCCCC)C=C1C(C)(C)C)C